C1([C@H](O)[C@H](O)[C@@H](O)[C@@H](O1)C)C(C(C(=O)[O-])(C(C(CCCCCCCC)O)=O)C1[C@H](O)[C@H](O)[C@@H](O)[C@@H](O1)C)(CCCCCCCCC)O L-rhamnopyranosyl-L-rhamnopyranosyl-β-hydroxydecanoyl-β-hydroxydodecanoate